[3-Acetyl-4-(prop-2-en-1-yl)-6-(pyrrolidin-1-yl)indazol-1-yl]acetic acid C(C)(=O)C1=NN(C2=CC(=CC(=C12)CC=C)N1CCCC1)CC(=O)O